[Si](C)(C)(C(C)(C)C)OC[C@@H](N[S@@](=O)C(C)(C)C)C1=C(C=C(C(=O)OCC)C=C1)F Ethyl 4-[(1S)-2-[tert-butyl(dimethyl)silyl]oxy-1-[[(S)-tert-butylsulfinyl]amino] ethyl]-3-fluoro-benzoate